C(C)(C)(C)C1=CC=C(C=C1)C(C)=NNC(=O)N 4'-tert-butyl-acetophenone-semicarbazone